C[C@@H]1CN(C(=CC1)C=1C=C2C=CC=NC2=CC1)C(=O)OC(C)(C)C tert-butyl (3S)-3-methyl-6-(6-quinolyl)-3,4-dihydro-2H-pyridine-1-carboxylate